COC=1C=C(C=CC1OC)[C@@H](C)NC(C1=C(C=CC(=C1)N1CCN(CC1)CCO)C)=O N-[(1R)-1-(3,4-Dimethoxyphenyl)ethyl]-5-[4-(2-hydroxyethyl)piperazin-1-yl]-2-methyl-benzamide